1-(p-bromophenyl)-4-penten-1-ol BrC1=CC=C(C=C1)C(CCC=C)O